3-[7-Chloro-3-(3-fluoro-5-methylphenyl)-4-{4-[(2-fluoroethyl)amino]piperidin-1-yl}cinnolin-6-yl]-5-fluorobenzamid ClC1=C(C=C2C(=C(N=NC2=C1)C1=CC(=CC(=C1)C)F)N1CCC(CC1)NCCF)C=1C=C(C(=O)N)C=C(C1)F